(R)-1-cyclopropyl-6,8-difluoro-4-oxo-7-(2-((pyridazin-3-yloxy)methyl)pyrrolidin-1-yl)-1,4-dihydroquinoline-3-carboxylic acid C1(CC1)N1C=C(C(C2=CC(=C(C(=C12)F)N1[C@H](CCC1)COC=1N=NC=CC1)F)=O)C(=O)O